(R)-3-methoxy-2-(N-methylacetamido)-N-benzyl-propionamide COC[C@H](C(=O)NCC1=CC=CC=C1)N(C(C)=O)C